ClC1=NC(=NC(=C1)C1CC1)C(C)(F)F 4-chloro-6-cyclopropyl-2-(1,1-difluoroethyl)pyrimidine